benzhydryl (R)-3-(3-fluoro-4-(4,4,5,5-tetramethyl-1,3,2-dioxaborolan-2-yl)phenoxy)-2-hydroxypropanoate FC=1C=C(OC[C@H](C(=O)OC(C2=CC=CC=C2)C2=CC=CC=C2)O)C=CC1B1OC(C(O1)(C)C)(C)C